The molecule is conjugate base of phosphinothricin arising from deprotonation of the phosphinate function. It is a conjugate base of a glufosinate. CP(=O)(CCC(C(=O)[O-])[NH3+])[O-]